(E)-6,8-difluoro-2-(methylimino)-2H-chromene FC=1C=C2C=C\C(\OC2=C(C1)F)=N/C